4-xylylenediamine dihydrochloride Cl.Cl.C1(=CC=C(C=C1)CN)CN